C1(=CC=CC2=CC=CC=C12)C1=NOC(C1)C(=O)OCC ethyl 3-(naphthalen-1-yl)-4,5-dihydro-1,2-oxazole-5-carboxylate